7-((4-fluoro-2-methoxy-5-nitrophenyl)amino)-1-methyl-3-phenyl-3,4-dihydropyrimido[4,5-d]pyrimidin-2(1H)-one FC1=CC(=C(C=C1[N+](=O)[O-])NC1=NC=C2C(=N1)N(C(N(C2)C2=CC=CC=C2)=O)C)OC